N-(2,4-difluoro-3-(((3-methyl-4-(pyridin-4-yl)-1H-pyrazolo[3,4-b]pyridin-5-yl)oxy)methyl)phenyl)-5-fluoro-2-methoxypyridine-3-sulfonamide FC1=C(C=CC(=C1COC=1C(=C2C(=NC1)NN=C2C)C2=CC=NC=C2)F)NS(=O)(=O)C=2C(=NC=C(C2)F)OC